N-(3-(1,1-difluoroethyl)phenyl)-1-(3-hydroxy-4-methoxyphenyl)-3-methyl-5-oxo-4,5-dihydro-1H-pyrazole-4-carboxamide FC(C)(F)C=1C=C(C=CC1)NC(=O)C1C(=NN(C1=O)C1=CC(=C(C=C1)OC)O)C